7-[(1-Methyl-4-piperidyl)oxy]benzo[e][1,3]benzothiazole-2-carbonitrile CN1CCC(CC1)OC1=CC=2C=CC3=C(N=C(S3)C#N)C2C=C1